N\C(=C(/C(=O)OCC)\C#N)\C(Cl)(Cl)Cl Ethyl (Z)-3-amino-4,4,4-trichloro-2-cyanobut-2-enoate